C(CCC)C(CCCCCCC)C1=CC=CC2=CC=CC=C12 Alpha-(1-butyloctyl)naphthalene